7-Methylhentriacontane CC(CCCCCC)CCCCCCCCCCCCCCCCCCCCCCCC